(1-Aminocyclopropyl)methyl (S)-1-(4-fluorophenyl)-3,4-dihydroisoquinoline-2(1H)-carboxylate hydrochloride Cl.FC1=CC=C(C=C1)[C@@H]1N(CCC2=CC=CC=C12)C(=O)OCC1(CC1)N